COC(=O)C=1C=C2C(=NC1)N(C(C2(Br)Br)=O)C2=CC(=CC=C2)OC(F)F.C(C)(C)(C)C=2C=C(C=C(C2OC)C(C)(C)C)C(=C)C2=C(N)C(=CC(=C2)C)C(=C)C2=CC(=C(C(=C2)C(C)(C)C)OC)C(C)(C)C 2,6-bis(1-(3,5-di-tert-butyl-4-methoxyphenyl)vinyl)-4-methylaniline methyl-3,3-dibromo-1-(3-(difluoromethoxy)phenyl)-2-oxo-2,3-dihydro-1H-pyrrolo[2,3-b]pyridine-5-carboxylate